CC1CC=C(N(C1)C(=O)OC(C)(C)C)C=1C=NC(=CC1)C tert-butyl 5,6'-dimethyl-5,6-dihydro-[2,3'-bipyridine]-1(4H)-carboxylate